3-(4-(5-(2,3-dihydro-1H-inden-4-yl)-6-methoxy-1H-pyrazolo[4,3-b]pyridin-3-yl)-1H-pyrazol-1-yl)azetidine-1-carboxylic acid methyl ester COC(=O)N1CC(C1)N1N=CC(=C1)C1=NNC=2C1=NC(=C(C2)OC)C2=C1CCCC1=CC=C2